C(C)(C)(C)C1=CC=C(C=C1)C#CC(=O)C1=CSC=C1 3-(4-(tert-butyl)phenyl)-1-(thiophen-3-yl)prop-2-yn-1-one